OC1=C2C(=C[N+](=CC2=C(C(=C1C)OC)O)C)OC 5,8-Dihydroxy-4,7-dimethoxy-2,6-dimethylisoquinolinium